PYRIDYL-IRON N1=C(C=CC=C1)[Fe]